4-(3-Benzyloxypropyl)-1,2,5-oxadiazole-3-carboxylic acid C(C1=CC=CC=C1)OCCCC=1C(=NON1)C(=O)O